CN(C=CC(=O)C1=CC=C(C=C1)Cl)C 3-(Dimethylamino)-1-(4-chlorophenyl)prop-2-en-1-one